N=1N=CN2C1C=C(C=C2)C2=CN=C(N2)C2CN1C(CC3(CC3)[C@H]1C1=C2C=2C(=C(C=NC1)Cl)C(=CC(C2)=O)F)=O |o1:22| (S*)-12-(5-([1,2,4]triazolo[4,3-a]pyridin-7-yl)-1H-imidazol-2-yl)-7-chloro-8-fluoro-13,14-dihydro-2H-spiro[benzo[5,6]azocino[4,3-g]indolizine-3,1'-cyclopropane]-1,10(4H,12H)-dione